4-chloro-6-(4-((piperidin-4-yloxy)methyl)phenyl)-7H-pyrrolo[2,3-d]Pyrimidine ClC=1C2=C(N=CN1)NC(=C2)C2=CC=C(C=C2)COC2CCNCC2